4-Nitrophenyl-2-bromopropanoate [N+](=O)([O-])C1=CC=C(C=C1)OC(C(C)Br)=O